C(=C)S(=O)(=O)N1CCC(CC1)N (vinylsulfonyl)piperidin-4-amine